C(C1CO1)C=1C(=C(N(C)C)C=CC1)CC1CO1 diglycidyldimethyl-aniline